2-Cyclopropylimidazo[1,2-b]pyridazine-8-carboxylic acid ethyl ester C(C)OC(=O)C=1C=2N(N=CC1)C=C(N2)C2CC2